The molecule is a acyl-CoA oxoanion that is the pentaanion of (3R)-3-carboxy-3-hydroxypropanoyl-CoA, arising from deprotonation of phosphate, diphosphate and carboxy functions. It is a conjugate base of a (3R)-3-carboxy-3-hydroxypropanoyl-CoA. CC(C)(COP(=O)([O-])OP(=O)([O-])OC[C@@H]1[C@H]([C@H]([C@@H](O1)N2C=NC3=C(N=CN=C32)N)O)OP(=O)([O-])[O-])[C@H](C(=O)NCCC(=O)NCCSC(=O)C[C@H](C(=O)[O-])O)O